tert-Butyl 3-[[4-fluoro-2-(trifluoromethyl)phenyl]amino]-1-(oxan-2-yl)-1H,4H,5H,6H,7H-pyrazolo[3,4-c]pyridine-6-carboxylate FC1=CC(=C(C=C1)NC1=NN(C=2CN(CCC21)C(=O)OC(C)(C)C)C2OCCCC2)C(F)(F)F